N-(4-((2',4'-difluoro-[1,1'-biphenyl]-3-yl)amino)-7-(3-(dimethylamino)-3-methylbut-1-yn-1-yl)quinazolin-6-yl)acrylamide FC1=C(C=CC(=C1)F)C1=CC(=CC=C1)NC1=NC=NC2=CC(=C(C=C12)NC(C=C)=O)C#CC(C)(C)N(C)C